2-[4-[1-[2-(tert-butoxycarbonylamino)ethyl]azetidin-3-yl]piperazin-1-yl]acetic acid C(C)(C)(C)OC(=O)NCCN1CC(C1)N1CCN(CC1)CC(=O)O